C[C@H]1N([C@H](CCC1)C)C(=O)C1=CC=C(C(=N1)OC)NC1=NNC2=CC(=CC=C12)[C@@H]1C[C@@]12C(NC1=CC=C(C=C21)OC)=O (1R,2S)-2-[3-({6-[(2R,6S)-2,6-dimethylpiperidine-1-carbonyl]-2-methoxypyridin-3-yl}amino)-1H-indazol-6-yl]-5'-methoxyspiro[cyclopropane-1,3'-indol]-2'(1H)-one